ClC1=CC(=C(C=C1)C=1C=C(C=2C(=NC(=C(N2)C)C)N1)[C@@H]1C[C@@H](OCC1)C=1C=NN(C1)C1CC1)F 6-(4-chloro-2-fluorophenyl)-8-((2R,4S)-2-(1-cyclopropyl-1H-pyrazol-4-yl)tetrahydro-2H-pyran-4-yl)-2,3-dimethylpyrido[2,3-b]pyrazine